O=C1NC(CCC1C1=C(C=C(C=C1F)N1CC(C1)NC(CC1=CC(=CC(=C1)C)F)=O)F)=O N-(1-(4-(2,6-dioxopiperidin-3-yl)-3,5-difluorophenyl)azetidin-3-yl)-2-(3-fluoro-5-methylphenyl)acetamide